COC(C=C)(C)CCC=C(C)C O-Methyl-linalool